3-(2-oxopiperidin-1-yl)propionitrile O=C1N(CCCC1)CCC#N